3-(3-Bromo-4-fluoro-phenyl)propanoic Acid BrC=1C=C(C=CC1F)CCC(=O)O